8-[trans-(4-tert-Butoxycarbonylamino-cyclohexylmethyl)-amino]-6-pyridin-4-yl-imidazo[1,2-a]pyrazine-2-carboxylic acid ethyl ester C(C)OC(=O)C=1N=C2N(C=C(N=C2NC[C@@H]2CC[C@H](CC2)NC(=O)OC(C)(C)C)C2=CC=NC=C2)C1